[2-(4-nitrophenyl)-1-(2-phenylthiazole-4-yl)ethyl]amine [N+](=O)([O-])C1=CC=C(C=C1)CC(C=1N=C(SC1)C1=CC=CC=C1)N